4-(Dimethylamino)phenylisocyanat CN(C1=CC=C(C=C1)N=C=O)C